[Cl-].C(C)N(C=1C=CC=2NC3=CC=C(C=C3N(C2C1)C1=CC=CC=C1)N=NC1=CC=C(C=C1)N(C)C)CC 3-diethylamino-7-(4-dimethylaminophenylazo)-5-phenylphenazine chloride